C(N)(OCC(C)OC(N)=O)=O 1,2-propylene biscarbamate